(3R,4S,7R)-4-((benzoyloxy) methyl)-1,1-difluoro-5-oxaspiro[2.4]heptane-6,7-diacetate C(C1=CC=CC=C1)(=O)OC[C@@H]1[C@@]2(CC2(F)F)[C@H](C(O1)CC(=O)[O-])CC(=O)[O-]